N1(CCC1)C[C@@H](C(=O)NC(C)(C)C1=C(C(=CC=C1)F)C)C (S)-3-(azetidin-1-yl)-N-(2-(3-fluoro-2-methylphenyl)propan-2-yl)-2-methylpropanamide